2-cyano-5-ethynylpyridin-3-yl 3-[4-(2-aminothiazol-4-yl)-1H-1,2,3-triazol-1-yl]-3-deoxy-2-O-methyl-1-thio-alpha-D-galactopyranoside NC=1SC=C(N1)C=1N=NN(C1)[C@@H]1[C@H]([C@@H](SC=2C(=NC=C(C2)C#C)C#N)O[C@@H]([C@@H]1O)CO)OC